4-[(5-fluoro-2-methyl-4-pyridyl)methyl]cyclohexanecarboxylic acid FC=1C(=CC(=NC1)C)CC1CCC(CC1)C(=O)O